5-(5-(azetidin-3-ylmethyl)-2,5-diazabicyclo[2.2.1]heptan-2-yl)-2-(2,6-dioxopiperidin-3-yl)-6-fluoroisoindoline-1,3-dione N1CC(C1)CN1C2CN(C(C1)C2)C=2C=C1C(N(C(C1=CC2F)=O)C2C(NC(CC2)=O)=O)=O